19-(2-((1,2-dimethylhydrazinyl)methyl)-1H-indol-1-yl)-2,3-dimethyl-4,14,17-trioxo-15-((phosphonooxy)methyl)-7,10-dioxa-3,13,16-triazanonadecan-1-oate CN(NC)CC=1N(C2=CC=CC=C2C1)CCC(NC(C(NCCOCCOCCC(N(C(C(=O)[O-])C)C)=O)=O)COP(=O)(O)O)=O